3-[3-(2H-1,2,3-benzotriazol-2-yl)-5-tert-butyl-4-hydroxyphenyl]propyl methacrylate C(C(=C)C)(=O)OCCCC1=CC(=C(C(=C1)C(C)(C)C)O)N1N=C2C(=N1)C=CC=C2